3-(trifluoromethyl)-2-((S)-3-(((2R,3R,4R,5S)-3,4,5-tris(benzyloxy)-2-methylpiperidin-1-yl)methyl)pyrrolidin-1-yl)pyridine FC(C=1C(=NC=CC1)N1C[C@@H](CC1)CN1[C@@H]([C@H]([C@@H]([C@H](C1)OCC1=CC=CC=C1)OCC1=CC=CC=C1)OCC1=CC=CC=C1)C)(F)F